FC(C(=O)O)(F)F.N1CC(C1)C1=CC=C(C=C1)N1N=C(C=C1C)C 1-[4-(azetidin-3-yl)phenyl]-3,5-dimethylpyrazole (trifluoroacetate)